CC(C)(C)C=1C=C(C=C(C1OC)C(C)(C)C)S(=O)(=O)O 3,5-bis(1,1-dimethylethyl)-4-methoxybenzenesulfonic acid